N1C=C(C=2C=NC=CC21)C=O 1H-pyrrolo[3,2-c]pyridine-3-carbaldehyde